C(C)OC1=CC=C(C=C1)[C@H](COC)NC(=O)C1CC12CCCC1=CC=CC=C21 trans-N-[(1R)-1-(4-Ethoxyphenyl)-2-methoxyethyl]-3',4'-dihydro-2'H-spiro[cyclopropane-1,1'-naphthalene]-2-carboxamide